naphthalene-2-amine trifluoroacetate FC(C(=O)O)(F)F.C1=C(C=CC2=CC=CC=C12)N